COC(=O)C1=C(C2=C(OC(O2)(C2CCC(CC2)=O)C)C(=C1)Cl)C methyl-7-chloro-2,4-dimethyl-2-(4-oxocyclohexyl)benzo[d][1,3]dioxole-5-carboxylate